bis(4-hydroxyphenyl)-(p-fluorophenyl)methane OC1=CC=C(C=C1)C(C1=CC=C(C=C1)F)C1=CC=C(C=C1)O